tert-butyl ((1S,3S)-3-((4-(3-isopropyl-2-methyl-2H-pyrazolo[3,4-b]pyridin-5-yl)pyrimidin-2-yl)amino)cyclopentyl)carbamate C(C)(C)C=1N(N=C2N=CC(=CC21)C2=NC(=NC=C2)N[C@@H]2C[C@H](CC2)NC(OC(C)(C)C)=O)C